2-(pyridin-3-yl)propan-2-amine N1=CC(=CC=C1)C(C)(C)N